BrC=1C=C(C=CC1)C1=CC=CC=2C3=CC=CC=C3NC12 3-bromophenyl-carbazole